ClC=1C(=CC2=C([C@@H]([C@](O2)(C2=CC=CC=C2)CO)C)C1C1=C(C#N)C=CC(=C1F)OC[C@H](C)OC1OCCCC1)F 2-((2s,3s,4s)-5-chloro-6-fluoro-2-(hydroxymethyl)-3-methyl-2-phenyl-2,3-dihydrobenzofuran-4-yl)-3-fluoro-4-((2S)-2-((tetrahydro-2H-pyran-2-yl)oxy)propoxy)benzonitrile